D-p-boronophenylalanine B(O)(O)C1=CC=C(C[C@@H](N)C(=O)O)C=C1